C(CCCCC(=O)OCCCCCCCC)(=O)OCCN(CCOC(CC(=O)OC(CCCCCCCC)CCCCCCCC)=O)CCOCC1=CC=CC=C1 2-((2-(benzyloxy)ethyl)(2-((3-(heptadecan-9-yloxy)-3-oxopropanoyl)oxy)ethyl) amino)ethyl octyl adipate